CC1=C(C(=CC(=C1)C(C)(C)C)C)[O-].[Na+] sodium 2,6-dimethyl-4-tert-butylphenolate